8-[6-(1-tert-Butoxycarbonylpiperidin-4-yl)-7-difluoromethyl-3,4-dihydro-2H-quinolin-1-yl]-[1,7]naphthyridine-6-carboxylic acid ethyl ester C(C)OC(=O)C=1C=C2C=CC=NC2=C(N1)N1CCCC2=CC(=C(C=C12)C(F)F)C1CCN(CC1)C(=O)OC(C)(C)C